4-((4-methoxybenzyl)amino)-3-methyl-3H-pyrazolo[3,4-c]quinoline-8-carboxylic acid COC1=CC=C(CNC2=NC=3C=CC(=CC3C3=C2N(N=C3)C)C(=O)O)C=C1